OC=1C=C2CC[C@@H]([C@@H](C2=CC1)C1=CC=C(OCCN2CCN(CC2)C(=O)N2CCN(CC2)C=2C=C3CN(C(C3=CC2)=O)C2C(NC(CC2)=O)=O)C=C1)C1=CC=CC=C1 3-(5-(4-(4-(2-(4-((1R,2S)-6-hydroxy-2-phenyl-1,2,3,4-tetrahydronaphthalen-1-yl)phenoxy)ethyl)piperazine-1-carbonyl)piperazin-1-yl)-1-oxoisoindolin-2-yl)piperidine-2,6-dione